(R)-(1-methylpyrrolidin-2-yl)methyl 4-(2-(7,8-dimethyl-[1,2,4]triazolo[1,5-a]pyridin-6-yl)-3-isopropyl-1H-indol-5-yl)piperidine-1-carboxylate CC1=C(C=2N(C=C1C=1NC3=CC=C(C=C3C1C(C)C)C1CCN(CC1)C(=O)OC[C@@H]1N(CCC1)C)N=CN2)C